CN([C@H](C(=O)OC(C)(C)C)CC=1NC(NC1)=S)C tert-butyl (S)-2-(dimethylamino)-3-(2-thioxo-2,3-dihydro-1H-imidazol-4-yl)propanoate